CC1=C(C=NC=2OCCNC21)C=2C1=C(N=C(N2)NC2=CC(=NC=C2)C2CCOCC2)CNCC1 (8-methyl-2,3-dihydro-1H-pyrido[2,3-b][1,4]oxazin-7-yl)-N-(2-(tetrahydro-2H-pyran-4-yl)pyridin-4-yl)-5,6,7,8-tetrahydropyrido[3,4-d]pyrimidin-2-amine